C(C1=CC=CC=C1)OC1=CC=CC=2C3NC(N(C(OC21)(C3)C)C=3C=C(C(=O)NCC)C=CC3)=O 3-(10-(benzyloxy)-2-methyl-4-oxo-5,6-dihydro-2H-2,6-methanobenzo[g][1,3,5]oxadiazocin-3(4H)-yl)-N-(ethyl)benzamide